4-methyl-2-piperidin-4-yl-1,3-benzoxazole CC1=CC=CC2=C1N=C(O2)C2CCNCC2